FC1(CC(CCC1)NC(=O)N1C(=NC(=C1)C)OC)F N-(3,3-difluorocyclohexyl)-2-methoxy-4-methyl-1H-imidazole-1-carboxamide